C1(CC1)S(=O)(=O)NC=1SC=C(N1)C(C(=O)NC1=CC=C(C=C1)C=1C=NC=CC1C)(C)C 2-(2-(cyclopropanesulfonylamino)thiazol-4-yl)-2-methyl-N-(4-(4-methylpyridin-3-yl)phenyl)propanamide